C(CCCCCCCCCCCCCCC(C)C)OC(CCCCCCC\C=C/CCCCCCCC)=O Isostearyloleat